IC1=C(C=CC=C1)[C@H]1[C@H](C1)N(C([O-])=O)C(CC)OCOC 1-(2-iodophenyl)-(S)-1-methoxymethoxypropyl-(S)-2-cyclopropylcarbamate